benzyl 3-((tert-butoxycarbonyl)amino)-3-(2,2-difluoro-1-hydroxyethyl)piperidine-1-carboxylate C(C)(C)(C)OC(=O)NC1(CN(CCC1)C(=O)OCC1=CC=CC=C1)C(C(F)F)O